2-amino-3-cyano-1,4,5,6-tetrahydropyrano[3,2-c]quinolin-5-one NC1=C(CC=2C(NC=3C=CC=CC3C2O1)=O)C#N